P(=O)(OCN1N=CC(=C1)C=1SC=C(N1)C(NC=1C(=NN(C1)C1CC(C1)OCC)C1=NC=CC=C1F)=O)([O-])[O-].[Na+].[Na+] sodium (4-(4-((1-((1s,3s)-3-ethoxycyclobutyl)-3-(3-fluoropyridin-2-yl)-1H-pyrazol-4-yl)carbamoyl)thiazol-2-yl)-1H-pyrazol-1-yl)methyl phosphate